2-isobutyl-4-(4-tert-butylphenyl)benzotriazole C(C(C)C)N1N=C2C(=N1)C=CC=C2C2=CC=C(C=C2)C(C)(C)C